ClC1=CC(=C(C(=C1)OC)B(O)O)OC 4-CHLORO-2,6-DIMETHOXYPHENYLBORONIC ACID